COCC1=CC=CC(=N1)C(=O)O 6-(methoxymethyl)picolinic acid